NC1=C(C=C(C=N1)NC(C(=O)N1[C@H](CC[C@@H](C1)C)C1=CC(=CC=C1)N(C)C)=O)C N-(6-amino-5-methyl-3-pyridyl)-2-[(2R,5S)-2-[3-(dimethylamino)phenyl]-5-methyl-1-piperidyl]-2-oxo-acetamide